NC1=NC(=CC(=C1)C1=NC(=CC(=N1)N=[S@](=O)(C1COC1)C)N1[C@@H](COCC1)C)OC (R)-((2-(2-amino-6-methoxypyridin-4-yl)-6-((R)-3-methylmorpholino)pyrimidin-4-yl)imino)(methyl)(oxetan-3-yl)-λ6-sulfanone